BrC1=CC=C(C=C1)C=1N=C(SC1)N1C(=NC2=CC(=CC=C2C1=O)[N+](=O)[O-])C(F)(F)F 3-(4-(4-Bromophenyl)thiazol-2-yl)-7-nitro-2-(trifluoromethyl)quinazolin-4(3H)-one